C(=O)O.N1(CCNCCC1)C=1C=NN2C1N=CC(=C2)C=2C=NN(C2)C 3-(1,4-diazepan-1-yl)-6-(1-methyl-1H-pyrazol-4-yl)pyrazolo[1,5-a]pyrimidine formic acid salt